NC1=CC(=NN1C1=NC=CC=C1)O 5-Amino-1-(pyridin-2-yl)-1H-pyrazol-3-ol